7-(1,1-Dimethylethyl)-6-(2-ethyl-2H-1,2,4-triazol-3-ylmethoxy)-3-(2-fluorophenyl)-1,2,4-triazolo[4,3-b]pyridazine CC(C)(C)C1=CC=2N(N=C1OCC=1N(N=CN1)CC)C(=NN2)C2=C(C=CC=C2)F